NC1=NC(=C(C=C1C=1C=C2CCNC(C2=CC1)=O)C1=CC=C(C=C1)C1CN(CCO1)C(C)C)F 6-(2-amino-6-fluoro-5-(4-(4-isopropylmorpholin-2-yl)phenyl)pyridin-3-yl)-3,4-dihydroisoquinolin-1(2H)-one